ethyl 2-cyclooctyl-3-oxobutanoate C1(CCCCCCC1)C(C(=O)OCC)C(C)=O